C1(CC1)C(C)N1N=CC=C1C N-(1-cyclopropylethyl)-5-methylpyrazol